1-(1-(2-(1H-indol-3-yl)ethyl)pyrrolidin-2-yl)propan-1-one N1C=C(C2=CC=CC=C12)CCN1C(CCC1)C(CC)=O